C1(=CC=CC2=CC=CC=C12)[C@@H](C)N (R)-1-(alpha-naphthyl)ethylamine